tert-butyl (R)-(4-oxo-2,3,4,5-tetrahydrobenzo[b][1,4]thiazepin-3-yl)carbamate O=C1NC2=C(SC[C@@H]1NC(OC(C)(C)C)=O)C=CC=C2